methyl (R)-4-(1-amino-2-hydroxyethyl)benzoate N[C@@H](CO)C1=CC=C(C(=O)OC)C=C1